(E)-3-(cyclohex-1-en-1-yl)prop-2-ene-1,1-diyl diacetate C(C)(=O)OC(\C=C\C1=CCCCC1)OC(C)=O